ClC=1C(=NC(=NC1)NC1CCOCC1)C1=CC=C2CN(C(C2=C1)=O)CC(=O)NC1CCC2=CC=CC=C12 2-(6-(5-chloro-2-((oxacyclohex-4-yl)amino)pyrimidin-4-yl)-1-oxoisoindol-2-yl)-N-(2,3-dihydro-1H-inden-1-yl)acetamide